(1S,3R,4S,5R)-3-((5-chloro-4-(4-fluoro-2-(3-fluorobicyclo[1.1.1]pentan-1-yl)-1-isopropyl-1H-benzo[d]imidazol-6-yl)pyrimidin-2-yl)amino)-6,8-dioxabicyclo[3.2.1]octan-4-ol ClC=1C(=NC(=NC1)N[C@@H]1C[C@H]2CO[C@@H]([C@H]1O)O2)C=2C=C(C1=C(N(C(=N1)C13CC(C1)(C3)F)C(C)C)C2)F